N-(4-(7-(cyclopentyloxy)-1,3,4,5-tetrahydro-2H-benzo[c]azepin-2-yl)-2,6-dimethylphenyl)-3,3-dimethylbutyramide C1(CCCC1)OC1=CC2=C(CN(CCC2)C2=CC(=C(C(=C2)C)NC(CC(C)(C)C)=O)C)C=C1